C(C=C)(=O)NC=1C=C(C=CC1)N1C(N(C=2C=NC=CC21)C2=CC=C(C=C2)NC(C2=CC(=CC=C2)Cl)=O)=O N-(4-(1-(3-acrylamidophenyl)-2-oxo-1H-imidazo[4,5-c]pyridin-3(2H)-yl)phenyl)-3-chlorobenzamide